C(C)C(C(=O)[O-])CCCC.[Y+3].C(C)C(C(=O)[O-])CCCC.C(C)C(C(=O)[O-])CCCC Yttrium 2-ethylhexanoat